FC=1C=C(C=CC1)C=1N=NN(C1)[C@@H]1[C@H]([C@@H](O[C@H]2[C@@H]1OC(OC2)C2=CC=CC=C2)CN2CC(N(CC2)C2=CC=C(C=C2)O)CO)O (4aR,6S,7R,8R,8aR)-8-(4-(3-fluorophenyl)-1H-1,2,3-triazol-1-yl)-6-((3-(hydroxymethyl)-4-(4-hydroxyphenyl)piperazin-1-yl)methyl)-2-phenylhexahydropyrano[3,2-d][1,3]dioxin-7-ol